FC=1C(=CC=2N(C1)N=C(N2)C)C(=O)O 6-fluoro-2-methyl-[1,2,4]triazolo[1,5-a]pyridine-7-carboxylic acid